CC=1C=C(C=CC1C)CC(=O)O 3,4-dimethylphenylacetic acid